(S)-2-chloro-6-((1-methylpyrrolidin-3-yl)oxy)pyrazine ClC1=NC(=CN=C1)O[C@@H]1CN(CC1)C